4-benzylidene-2-phenyl-2-oxazolin-5-one C(C1=CC=CC=C1)=C1N=C(OC1=O)C1=CC=CC=C1